N1=C(C=CC=C1)OCC=1N=C2N(C=C(C=N2)C=2C=NC(=CC2)C(F)(F)F)C1 2-(2-pyridyloxymethyl)-6-[6-(trifluoromethyl)-3-pyridyl]imidazo[1,2-a]pyrimidine